C(C1=CC=CC=C1)OC1=C2C(=CN(C2=CC(=C1)F)C(C)C)C(CN(C)C)O 1-(4-(benzyloxy)-6-fluoro-1-isopropyl-1H-indol-3-yl)-2-(dimethylamino)ethan-1-ol